3-Octylundecyl 7-(Methoxy(Methyl)Amino)-7-Oxoheptanoate CON(C(CCCCCC(=O)OCCC(CCCCCCCC)CCCCCCCC)=O)C